(S)-4-(Difluoromethylidene)-1-methylpyrrolidine-2-carboxylic acid methyl ester COC(=O)[C@H]1N(CC(C1)=C(F)F)C